C(CCCCCCCCCCC)[C-]1C=CC=C1.[C-]1(C=CC=C1)CCCCCCCCCCCC.[Fe+2] 1,1'-didodecylferrocene